COC(=O)C1CC(CCN1)O The molecule is a piperidinecarboxylate ester that is the methyl ester of 4-hydroxypiperidine-2-carboxylic acid. It has a role as a metabolite. It is a piperidinecarboxylate ester and a secondary alcohol.